6-(piperidin-4-ylthio)nicotinaldehyde trifluoroacetate FC(C(=O)O)(F)F.N1CCC(CC1)SC1=NC=C(C=O)C=C1